rel-3-chloro-4-((3,5-difluoropyridin-2-yl)methoxy-d2)-3'-fluoro-2'-(2-(1-hydroxy-2-methylpropan-2-yl)pyrimidin-4-yl)-5',6-dimethyl-2H-[1,4'-bipyridin]-2-one ClC=1C(N(C(=CC1OC([2H])([2H])C1=NC=C(C=C1F)F)C)C1=C(C(=NC=C1C)C1=NC(=NC=C1)C(CO)(C)C)F)=O